2-amino-4-(4-methoxyanilino)-6-chloropyrimidine NC1=NC(=CC(=N1)NC1=CC=C(C=C1)OC)Cl